N=1C=NN2C1C=C(C=C2)OC2=C(C=C(C=C2)NC=2C1=C(N=CN2)C=C(C(=N1)Cl)Br)Cl N-(4-([1,2,4]triazolo[1,5-a]pyridin-7-yloxy)-3-chlorophenyl)-7-bromo-6-chloropyrido[3,2-d]pyrimidin-4-amine